2-(2,6-dioxopiperidin-3-yl)-5-((2-(2-(p-tolyl)imidazo[1,2-a]pyridin-7-yl)-5,8,11-trioxa-2-azatridecan-13-yl)oxy)isoindoline-1,3-dione O=C1NC(CCC1N1C(C2=CC=C(C=C2C1=O)OCCOCCOCCOCCN(C)C1=CC=2N(C=C1)C=C(N2)C2=CC=C(C=C2)C)=O)=O